tert-Butyl (4-(3-(2-((2-bromo-4-fluorophenyl)amino)-5-(trifluoromethyl)-benzamido)-6-methoxypyridin-2-yl)butyl)carbamate BrC1=C(C=CC(=C1)F)NC1=C(C(=O)NC=2C(=NC(=CC2)OC)CCCCNC(OC(C)(C)C)=O)C=C(C=C1)C(F)(F)F